3,6-dichloro-1-(3-((4-nitro-1-(epoxyhexane-4-yl)-1H-pyrazol-3-yl)oxy)propyl)-1H-pyrazolo[3,4-d]pyrimidine ClC1=NN(C2=NC(=NC=C21)Cl)CCCOC2=NN(C=C2[N+](=O)[O-])C(CCC)C2CO2